C1(CC1)NC(C(C(C[C@H]1C(NCC1)=O)NC([C@H](CC(C)(C)C)NC(C[C@@H](CC)C1=C(C=CC=C1)OC(F)(F)F)=O)=O)=O)=O (2S)-N-(4-(Cyclopropylamino)-3,4-dioxo-1-((S)-2-oxopyrrolidin-3-yl)butan-2-yl)-4,4-dimethyl-2-((R)-3-(2-(trifluoromethoxy)phenyl)pentanamido)pentanamid